(S)-N-(3-((1-(6-(2-(diisopropylcarbamoyl)-4-fluorophenoxy)-1,2,4-triazine-5-yl)pyrrolidin-3-yl)methyl)-3-azaspiro[5.5]undecane-9-yl)oxazole-4-carboxamide C(C)(C)N(C(=O)C1=C(OC2=C(N=CN=N2)N2C[C@@H](CC2)CN2CCC3(CC2)CCC(CC3)NC(=O)C=3N=COC3)C=CC(=C1)F)C(C)C